Cl.N1CC(C1)N1CC=2C=CC(=NC2CC1)COC=1C(=CC=2N(N1)C(=NN2)C2=NOC(=C2)C)OC 3-(6-((6-(azetidin-3-yl)-5,6,7,8-tetrahydro-1,6-naphthyridine-2-yl)methoxy)-7-methoxy-[1,2,4]triazolo[4,3-b]pyridazin-3-yl)-5-methylisoxazole hydrochloride